3-(aminomethyl)-6-((2R,3S,4S,5R)-3-(3,4-difluoro-2-methoxyphenyl)-4,5-dimethyl-5-(trifluoromethyl)tetrahydrofuran-2-yl)-2-methylpyridin-4(1H)-one NCC1=C(NC(=CC1=O)[C@@H]1O[C@]([C@H]([C@H]1C1=C(C(=C(C=C1)F)F)OC)C)(C(F)(F)F)C)C